C1(CCCCC1)NC N-cyclohexylmethylamine